NC([C@@H](CC)[C@H]1CN(CC1)C(=O)OC(C)(C)C)=O tert-butyl (S)-3-((S)-1-amino-1-oxobutan-2-yl)pyrrolidine-1-carboxylate